[Ca].C(CCCCCCCCCCCCCC)(=O)O pentadecylic acid Calcium